1-(4-nitrobenzyl)-1,4,7,10-tetraazacyclododecane [N+](=O)([O-])C1=CC=C(CN2CCNCCNCCNCC2)C=C1